ClC1=CC=C(C=C1)N1N=C(C=C1)OC1=CC(=C(N)C=C1)C 4-((1-(4-chlorophenyl)-1H-pyrazol-3-yl)oxy)-2-methylaniline